2-[1-[4-[6-(cyclobutoxy)pyrazin-2-yl]-2,6-difluoro-phenyl]azetidin-3-yl]acetic acid C1(CCC1)OC1=CN=CC(=N1)C1=CC(=C(C(=C1)F)N1CC(C1)CC(=O)O)F